NC=1C=C(C=CC1)CS(=O)(=O)N1C(C[C@H](CC1)NC=1C(=C(C=CC1)C1=C(C(=C(S1)C(=O)OC(C)(C)C)OCC(=O)OCC)Cl)F)(C)C tert-butyl 5-[3-[[(4S)-1-[(3-aminophenyl)methylsulfonyl]-2,2-dimethyl-4-piperidyl]amino]-2-fluoro-phenyl]-4-chloro-3-(2-ethoxy-2-oxo-ethoxy)thiophene-2-carboxylate